N-(bis(3-(tributylsilyl)phenyl)phosphaneyl)-N-methyl-1-(3-(tributylsilyl)phenyl)-1-(2-(trifluoromethyl)phenyl)phosphanamine C(CCC)[Si](C=1C=C(C=CC1)P(N(P(C1=C(C=CC=C1)C(F)(F)F)C1=CC(=CC=C1)[Si](CCCC)(CCCC)CCCC)C)C1=CC(=CC=C1)[Si](CCCC)(CCCC)CCCC)(CCCC)CCCC